CC1(C=CC2=C(O1)C=CC(=C2OC)[C@H]3CC4=C(C=C(C=C4)O)OC3)C The molecule is a methoxyisoflavan that is the 2'-O-methyl derivative of (-)-phaseollinisoflavan. It has a role as a plant metabolite. It is a member of hydroxyisoflavans and a methoxyisoflavan. It derives from a (-)-phaseollinisoflavan.